1-((2-(2,6-dioxopiperidin-3-yl)-1,3-dioxoisoindolin-4-yl)oxy)-2-oxo-6,9,12,15,18-pentaoxa-3-azahenicosan-21-oic acid O=C1NC(CCC1N1C(C2=CC=CC(=C2C1=O)OCC(NCCOCCOCCOCCOCCOCCC(=O)O)=O)=O)=O